ClC1=C(C=C(CN2[C@H](CN(CC2)C(=O)N2N=C(C=C2)NS(=O)(=O)C)C)C=C1)N1CCCC1 (S)-N-(1-(4-(4-Chloro-3-(pyrrolidin-1-yl)benzyl)-3-methylpiperazine-1-carbonyl)-1H-pyrazol-3-yl)methanesulfonamide